COC1=CC=C(C=N1)C1=CC(=NN1)NC1=C(C=CC=C1C)O (5-(6-methoxypyridin-3-yl)-1H-pyrazol-3-yl)amino-3-methylphenol